FC=1C=C(C=CC1)CNC(=O)C=1C(N(C2=CC(=CC=C2C1C)C(F)(F)F)C(C)C)=O N-[(3-Fluorophenyl)-methyl]-1-isopropyl-4-methyl-2-oxo-7-(trifluoromethyl)-1H-quinoline-3-carboxylic acid amide